(S*)-N5-Cyclopropyl-3-(3-fluorophenyl)-N7-methyl-2,3-dihydrobenzofuran-5,7-dicarboxamid C1(CC1)NC(=O)C=1C=C(C2=C([C@@H](CO2)C2=CC(=CC=C2)F)C1)C(=O)NC |o1:11|